(3R,4R)-1-(cyclopropylsulfonyl)-4-((5-fluoro-7-(pyridin-2-yl)pyrrolo[2,1-f][1,2,4]triazin-2-yl)amino)piperidin-3-ol C1(CC1)S(=O)(=O)N1C[C@H]([C@@H](CC1)NC1=NN2C(C=N1)=C(C=C2C2=NC=CC=C2)F)O